4,4'-(propane-2,2-diyl)bis(bromobenzene) CC(C)(C1=CC=C(C=C1)Br)C1=CC=C(C=C1)Br